FC(C(=O)O)(C(C)C)C1=CC(=NO1)O 2-fluoro-2-(3-hydroxy-1,2-oxazol-5-yl)-3-methylbutanoic acid